N4-(5-(2-aminopropan-2-yl)pyridin-2-yl)-N6-(2-(methylsulfonyl)phenyl)pyrimidine-4,6-diamine NC(C)(C)C=1C=CC(=NC1)NC1=NC=NC(=C1)NC1=C(C=CC=C1)S(=O)(=O)C